C[N+]1(C(CCC1)=O)[O-] N-methylpyrrolidone-oxide